N-((3R,4S)-4-((2-(2,6-dichloro-3,5-dimethoxyphenyl)-4-((tetrahydro-2H-pyran-4-yl)amino)pyrido[3,4-d]pyrimidin-6-yl)amino)tetrahydrofuran-3-yl)acrylamide ClC1=C(C(=C(C=C1OC)OC)Cl)C=1N=C(C2=C(N1)C=NC(=C2)N[C@H]2[C@H](COC2)NC(C=C)=O)NC2CCOCC2